COCCOC1=C(C(=O)OC2=CC=C(C=C2)C(=O)OC2=CC=C(C=C2)[N+](=O)[O-])C=CC(=C1)OCCOC 4-((4-nitrophenoxy)carbonyl)phenyl 2,4-bis(2-methoxyethoxy)benzoate